N-methoxy-4-((4-methoxybenzyl)oxy)-N-methylbutyramide CON(C(CCCOCC1=CC=C(C=C1)OC)=O)C